(4-(3-ethyl-2-(2-methylpyridin-4-yl)-1H-indol-5-yl)piperidin-1-yl)(pyrrolidin-3-yl)methanone C(C)C1=C(NC2=CC=C(C=C12)C1CCN(CC1)C(=O)C1CNCC1)C1=CC(=NC=C1)C